C(C)OC(=O)C1=C(N=C(S1)C1=CC(=C(C=C1)O)C#N)C 2-(3-cyano-4-hydroxyphenyl)-4-methyl-1,3-thiazole-5-carboxylic acid ethyl ester